COC=1C=C2CN(C=3C4=C(C=CC3C2=CC1OC)C=C1C(=C4)OCO1)CCN1CCCC1 2,3-Dimethoxy-12-(2-(pyrrolidin-1-yl)ethyl)-12,13-dihydro-[1,3]dioxolo[4',5':4,5]benzo[1,2-c]phenanthridine